FC1=CC=C(COC2=C(C=O)C=CC=C2)C=C1 2-((4-fluorobenzyl)oxy)benzaldehyde